4-[3-(2-{2-[3-(3-carboxy-propionylamino)-propoxy]-ethoxy}-ethoxy)-propylcarbamoyl]-butyric acid tert-butyl ester C(C)(C)(C)OC(CCCC(NCCCOCCOCCOCCCNC(CCC(=O)O)=O)=O)=O